C1(CCCCC1)C[C@@H](C(=O)NC(C[C@H]1C(NCC1)=O)C(C(=O)NC)=O)NC(=O)C1(C2=CC=CC=C2C=2C=CC=CC12)O N-((2S)-3-Cyclohexyl-1-((4-(methylamino)-3,4-dioxo-1-((S)-2-oxopyrrolidin-3-yl)butan-2-yl)amino)-1-oxopropan-2-yl)-9-hydroxy-9H-fluorene-9-carboxamide